FC=1C(=NC(=NC1)NC1CCC(CC1)N1CCCC1)C1=CN=C2N1C=C(C=C2)C2=CC=CC=C2 5-Fluoro-4-(6-phenylimidazo[1,2-a]pyridin-3-yl)-N-((1r,4r)-4-(pyrrolidin-1-yl)cyclohexyl)pyrimidin-2-amin